N,N-bis(6-t-butylmethylsalicyloyl)hydrazine C(C)(C)(C)C=1C=CC=C(C1C(=O)N(N)C(C=1C(OC)=CC=CC1C(C)(C)C)=O)OC